C(C)(C)(C)OC(=O)N1C[C@]2([C@@](C1)(CN(C2)C2=C(C(N(C1=CC=C(N=C21)Cl)C)=O)C#N)C)C (3aR,6aS)-2-(6-chloro-3-cyano-1-methyl-2-oxo-1,5-naphthyridin-4-yl)-3a,6a-dimethyl-1,3,4,6-tetrahydropyrrolo[3,4-c]pyrrole-5-carboxylic acid tert-butyl ester